ClC=1C=C2CC(C(OC2=CC1)=O)C(C)C 6-chloro-3-isopropyl-chromanone